pyrrolo[3,2-c]pyridine-7-carboxamide N1C=CC=2C=NC=C(C21)C(=O)N